COC(=O)C1=CC=2N(C=C1F)C(=C(N2)C2=CC=1C(=NC(=CC1)[C@@H](C)N)N2CCC=C)C2CC2 (R)-2-(6-(1-aminoethyl)-1-(but-3-en-1-yl)-1H-pyrrolo[2,3-b]Pyridin-2-yl)-3-cyclopropyl-6-fluoroimidazo[1,2-a]Pyridine-7-carboxylic acid methyl ester